2,5-diethyl-4-methylbenzene-1,3-diamine C(C)C1=C(C=C(C(=C1N)C)CC)N